(R)-(1-(4-fluorophenyl)-1,4,5,6,7,8-hexahydro-4aH-pyrazolo[3,4-g]isoquinolin-4a-yl)(4-(trifluoromethyl)pyridin-2-yl)methanone Ethyl-(R)-3-((tert-butyldiphenylsilyl)oxy)-4-iodobutanoate C(C)OC(C[C@H](CI)O[Si](C1=CC=CC=C1)(C1=CC=CC=C1)C(C)(C)C)=O.FC1=CC=C(C=C1)N1N=CC2=C1C=C1CCNC[C@]1(C2)C(=O)C2=NC=CC(=C2)C(F)(F)F